2-methoxy-4-methylpyrrolidin COC1NCC(C1)C